N-(4-fluoro-3-methoxy-phenyl)-3-iodo-N-(methoxymethyl)pyrazolo[1,5-a]pyridine-5-carboxamide FC1=C(C=C(C=C1)N(C(=O)C1=CC=2N(C=C1)N=CC2I)COC)OC